FC1=C(CN2C[C@H](CCC2)C2=CC=NC=3N2N=C(C3C=O)C)C=CC=C1 (S)-7-(1-(2-fluorobenzyl)piperidin-3-yl)-2-methylpyrazolo[1,5-a]pyrimidine-3-carbaldehyde